2,2-Dimethyl-4-oxo-6,6-bis(3,3,3-trifluoropropyl)piperidine CC1(NC(CC(C1)=O)(CCC(F)(F)F)CCC(F)(F)F)C